OC/C(=C/C[C@@H]1C(OC=2C=C(C=C(C2C1)O)C(C)(CCCCCC)C)(C)C)/CC (3S)-3-[(E)-3-(Hydroxymethyl)pent-2-enyl]-2,2-dimethyl-7-(2-methyloctan-2-yl)-3,4-dihydrochromen-5-ol